BrC1=NN(C=C1C1=NC(=NC(=C1)N1CC(C1)NC)N)C 4-(3-Bromo-1-methyl-1H-pyrazol-4-yl)-6-(3-(methylamino)azetidin-1-yl)pyrimidin-2-amine